(S)-4-((4-(2,2-difluoroethyl)-2-(8-(methoxycarbonyl)-2,3-dihydrobenzo[b][1,4]dioxin-5-yl)piperazin-1-yl)methyl)-5-methoxy-7-methyl-1H-indole-1-carboxylate FC(CN1C[C@@H](N(CC1)CC1=C2C=CN(C2=C(C=C1OC)C)C(=O)[O-])C1=CC=C(C=2OCCOC21)C(=O)OC)F